bis((2-bromoethyl)amino)phosphinic acid 4-([1,1'-biphenyl]-4-yloxy)-5-nitro-2,3-dihydro-1H-inden-1-yl ester C1(=CC=C(C=C1)OC1=C2CCC(C2=CC=C1[N+](=O)[O-])OP(=O)(NCCBr)NCCBr)C1=CC=CC=C1